C(C)(C)(C)OC(=O)N[C@@H]([C@H](N)C1=CC=CC=C1)C1=CC=CC=C1 (1R,2R)-N-tert-butoxycarbonyl-1,2-diphenylethylenediamine